CC=1C=NC(=NC1)C=1C=CC(=NC1)C1(CCC2(OCCO2)CC1)O 8-[5-(5-methylpyrimidin-2-yl)pyridin-2-yl]-1,4-dioxaspiro[4.5]decan-8-ol